NC=1C=C(C=CC1)SC=1N=CC(=NC1)N1CCC(CC1)(C)NC(OC(C)(C)C)=O tert-butyl (1-(5-((3-aminophenyl)thio)pyrazin-2-yl)4-methylpiperidin-4-yl)carbamate